C(C(C)C)C1=CC=C2C(=N1)NN=C2N 6-isobutyl-1H-pyrazolo[3,4-b]pyridin-3-amine